ClC1=NC=C(C(=N1)C)C(=O)NC1CN(CC1)C(=O)OC(C)(C)C tert-butyl 3-[(2-chloro-4-methyl-pyrimidine-5-carbonyl)amino]pyrrolidine-1-carboxylate